C(#N)C1=CC(=C(COC=2C=C(C=CC2)C2CCN(CC2)CC2=NC=3C(=NC(=CC3)C(=O)OC)N2C[C@H]2OCC2)C=C1)F methyl (S)-2-((4-(3-((4-cyano-2-fluorobenzyl)oxy)phenyl)piperidin-1-yl)methyl)-3-(oxetane-2-ylmethyl)-3H-imidazo[4,5-b]pyridine-5-carboxylate